C(C)(C)(C)OC(NC1CCC(CC1)(F)CCN1CCN(CC1)C1=C(C(=CC=C1)Cl)Cl)=O (cis-4-(2-(4-(2,3-dichlorophenyl)piperazin-1-yl)ethyl)-4-fluorocyclohexyl)carbamic acid tert-butyl ester